ClC1=CC2=C([Se]NS2(=O)C2=CC(=CC=C2)Cl)C=C1 (R)-6-chloro-1-m-chlorophenyl-benzo[d][1,3,2]thiaselenazol-1-one